N-[(1-{[2-oxo-4-(3,4,5-trifluorophenyl)pyrrolidin-1-yl]methyl}-1H-imidazol-5-yl)methyl]acetamide tert-butyl-N-(tert-butoxycarbonyl)-N-(5-iodo-4-methyl-1,3-thiazol-2-yl)carbamate C(C)(C)(C)OC(N(C=1SC(=C(N1)C)I)C(=O)OC(C)(C)C)=O.O=C1N(CC(C1)C1=CC(=C(C(=C1)F)F)F)CN1C=NC=C1CNC(C)=O